acryloxyhexyl-triiodosilane C(C=C)(=O)OCCCCCC[Si](I)(I)I